CC1([C@@H]([C@H]1C=1SC(=CN1)S(N)(=O)=O)C(=O)OC(C)(C)C)C tert-butyl (1R,3R)-2,2-dimethyl-3-(5-sulfamoyl-1,3-thiazol-2-yl)cyclopropanecarboxylate